1-(1H-indazol-7-yl)-3-(isoquinolin-4-yl)-2-oxoimidazoline-4-carbonitrile N1N=CC2=CC=CC(=C12)N1C(N(C(C1)C#N)C1=CN=CC2=CC=CC=C12)=O